C(C1=CC=CC=C1)OC=1C(=NC=NC1C)C(=O)N1CCN(CC1)C1=C(N(C=2N(C1=O)N=C(N2)Br)CC(=O)NC2=CC=C(C=C2)SC(F)(F)F)CC 2-(6-{4-[5-(benzyloxy)-6-methylpyrimidine-4-carbonyl]piperazin-1-yl}-2-bromo-5-ethyl-7-oxo-[1,2,4]triazolo[1,5-a]pyrimidin-4-yl)-N-{4-[(trifluoromethyl)sulfanyl]phenyl}acetamide